C12(CC(C1)C2)N2C(C1=CC=C(C=C1CC2C)NS(=O)(=O)CC)C2=C(C=C(C=C2F)NC2CN(C2)CCCF)F N-(2-(bicyclo[1.1.1]pentan-1-yl)-1-(2,6-difluoro-4-((1-(3-fluoropropyl)azetidin-3-yl)amino)phenyl)-3-methyl-1,2,3,4-tetrahydroisoquinolin-6-yl)ethanesulfonamide